1,3-Bis[4-[[6-[2-(3-chlorophenyl)ethyl]-2-hydroxynaphthalen-1-yl]diazenyl]phenyl]prop-2-en-1-one ClC=1C=C(C=CC1)CCC=1C=C2C=CC(=C(C2=CC1)N=NC1=CC=C(C=C1)C(C=CC1=CC=C(C=C1)N=NC1=C(C=CC2=CC(=CC=C12)CCC1=CC(=CC=C1)Cl)O)=O)O